C(C)(C)(C)[C@@H]1CC=2C=C3C(=NC2CC1)SC(=N3)C(=O)N[C@H](CC[NH+]3CCC(CC3)O)C3=CC=C(C=C3)C3=CN=[N+](C=C3)[O-] |r| rac-(7S)-7-tert-butyl-N-[rac-(1R)-3-(4-hydroxypiperidin-1-ium-1-yl)-1-[4-(1-oxidopyridazin-1-ium-4-yl)phenyl]propyl]-5,6,7,8-tetrahydrothiazolo[5,4-b]quinoline-2-carboxamide